3-(5-(bis(4-methoxybenzyl)amino)-2-((3-fluoropyridin-2-yl)methoxy)-[1,2,4]triazolo[1,5-c]pyrimidin-7-yl)benzonitrile COC1=CC=C(CN(C2=NC(=CC=3N2N=C(N3)OCC3=NC=CC=C3F)C=3C=C(C#N)C=CC3)CC3=CC=C(C=C3)OC)C=C1